3-(5-chloro-2-hydroxy-4-methylphenyl)benzamide ClC=1C(=CC(=C(C1)C=1C=C(C(=O)N)C=CC1)O)C